(E)-N-(4-(1-(4-(1-(14-((2-(2,6-dioxopiperidin-3-yl)-1-oxoisoindoline-4-yl)amino)-3,6,9,12-tetraoxatetradecanoyl)piperidin-4-yl)benzoyl)piperidin-4-yl)butyl)-3-(pyridine-3-yl)acrylamide O=C1NC(CCC1N1C(C2=CC=CC(=C2C1)NCCOCCOCCOCCOCC(=O)N1CCC(CC1)C1=CC=C(C(=O)N2CCC(CC2)CCCCNC(\C=C\C=2C=NC=CC2)=O)C=C1)=O)=O